(4-(hydrazinocarbonyl)benzyl)benzamide N(N)C(=O)C1=CC=C(CC2=C(C(=O)N)C=CC=C2)C=C1